C(C)(=O)N[C@H]1C(O)O[C@@H]([C@@H]([C@@H]1O)O)C D-N-acetyl-fucosamine